ClC1=CC=C(C[C@H]2CO[C@H](CN2C2CCC(CC2)C=2SC(=C(N2)C)C)CS(=O)(=O)C)C=C1 (2R,5S)-5-(4-Chlorobenzyl)-4-(4-(4,5-dimethylthiazol-2-yl)cyclohexyl)-2-((methylsulfonyl)methyl)morpholin